(S)-4-hydroxy-3-((2-nitro-4-sulfamylphenyl)amino)butanoic acid methyl ester COC(C[C@@H](CO)NC1=C(C=C(C=C1)S(N)(=O)=O)[N+](=O)[O-])=O